7-bromo-N-(4-(chlorodifluoromethoxy)phenyl)-1-(thien-3-yl)-1H-benzo[d]Imidazole-5-carboxamide BrC1=CC(=CC2=C1N(C=N2)C2=CSC=C2)C(=O)NC2=CC=C(C=C2)OC(F)(F)Cl